CN1N=C(C=C1C)CNC=1C(=NC=C(C1)C1=CC=C(C=C1)F)NC(OC(C)(C)C)=O tert-Butyl (3-(((1,5-dimethyl-1H-pyrazol-3-yl)methyl)amino)-5-(4-fluorophenyl)pyridin-2-yl)carbamate